2-hexenyl-(2E)-2-methylbutyraldehyde C(=CCCCC)C(C=O)(CC)C